C([Se]C1=CC=2N(C3=CC=CC=C3SC2C=C1)CCC1N(CCCC1)C)([2H])([2H])[2H] 2-((methyl-d3)seleno)-10-(2-(1-methylpiperidin-2-yl)ethyl)-10H-phenothiazine